3-methyl-1-((2-(2,4,5-trifluoro-3-methoxyphenyl)thiazol-5-yl)methyl)pyrimidine-2,4(1H,3H)-dione CN1C(N(C=CC1=O)CC1=CN=C(S1)C1=C(C(=C(C(=C1)F)F)OC)F)=O